6-(5-methyl-1H-pyrazol-4-yl)-N-(4-(4-(methyl-sulfonyl)piperazin-1-yl)pyridin-2-yl)benzo[d]-thiazol-2-amine CC1=C(C=NN1)C1=CC2=C(N=C(S2)NC2=NC=CC(=C2)N2CCN(CC2)S(=O)(=O)C)C=C1